3-tricyclo[5.2.1.02,6]dec-3-enyl acetate C(C)(=O)OC=1C2C3CCC(C2CC1)C3